4,4'-(1-methylethylene)bis[2,6-bis(1,1-dimethylethyl)phenol] CC(CC1=CC(=C(C(=C1)C(C)(C)C)O)C(C)(C)C)C1=CC(=C(C(=C1)C(C)(C)C)O)C(C)(C)C